C(C)(C)N([C@@H](C)C(=O)[O-])P(=O)(OC1=CC(=CC(=C1)OC)OC)OC[C@@H]1C=C[C@@H](C1)N1C2=NC(=NC(=C2N=C1)OC)N Isopropyl-((((1S,4R)-4-(2-amino-6-methoxy-9H-purin-9-yl)cyclopent-2-en-1-yl)methoxy) (3,5-dimethoxyphenoxy)phosphoryl)-L-alaninat